NCC[C@@H](C(=O)NC=1C=C(N(C1)C)C(=O)NC=1N=C(N(C1)C)C(=O)OCC)NC(=O)OCC1C2=CC=CC=C2C=2C=CC=CC12 ethyl 4-{4-[(2S)-4-amino-2-{[(9H-fluoren-9-ylmethoxy)carbonyl] amino} butanamido]-1-methylpyrrole-2-amido}-1-methylimidazole-2-carboxylate